(Z)-3-(3-(naphthalen-2-yl)-1-phenyl-1H-pyrazol-4-yl)-N-(3,4,5-trimethoxyphenyl)acrylamide C1=C(C=CC2=CC=CC=C12)C1=NN(C=C1\C=C/C(=O)NC1=CC(=C(C(=C1)OC)OC)OC)C1=CC=CC=C1